CN1C(C(=C(C2=CC(=C(C=C12)OC1COCC1)C)N1CCC(CC1)C=1OC2=C(N1)C=C(C=C2)C)C(=O)N)=O 1,6-dimethyl-4-[4-(5-methyl-1,3-benzooxazol-2-yl)piperidin-1-yl]-2-oxo-7-[(oxolan-3-yl)oxy]-1,2-dihydroquinoline-3-carboxamide